OC=1C=C(C=CC1)CCC(=O)N1CCN(CC1)CCC1=CC=CC=C1 3-(3-hydroxyphenyl)-1-(4-phenethylpiperazinyl)-1-propanone